6-(4-((1R,5S)-3,8-diazabicyclo[3.2.1]oct-3-yl)-8-fluoro-2-(((2R,7aS)-2-fluorotetrahydro-1H-pyrrolizin-7a(5H)-yl)methoxy)quinazolin-7-yl)-4-(trifluoromethyl)pyridin-2-amine [C@H]12CN(C[C@H](CC1)N2)C2=NC(=NC1=C(C(=CC=C21)C2=CC(=CC(=N2)N)C(F)(F)F)F)OC[C@]21CCCN1C[C@@H](C2)F